5-[(8-methyl-1,4-dioxaspiro[4.5]decan-8-yl)methyl]-2-oxa-5,7-diazaspiro[3.4]octane-6,8-dione CC1(CCC2(OCCO2)CC1)CN1C2(COC2)C(NC1=O)=O